2-((5-fluorobenzo[d]-oxazol-2-yl)amino)-1-methyl-1H-benzo[d]-imidazole-5-carboxylic acid FC=1C=CC2=C(N=C(O2)NC2=NC3=C(N2C)C=CC(=C3)C(=O)O)C1